C(C)(C)(C)C1=C(C(=C(CN2C(N(C(N(C2=O)CC2=C(C(=C(C=C2C)C(C)(C)C)O)C)=O)CC2=C(C(=C(C=C2C)C(C)(C)C)O)C)=O)C(=C1)C)C)O 1,3,5-tris(4-t-butyl-3-hydroxy-2,6-dimethylbenzyl)-1,3,5-triazine-2,4,6-trione